5-(2-amino-8-fluoro-[1,2,4]triazolo[1,5-a]pyridin-6-yl)-N-tert-butylpyridin-3-sulfonamide NC1=NN2C(C(=CC(=C2)C=2C=C(C=NC2)S(=O)(=O)NC(C)(C)C)F)=N1